OB1OC2=C(C[C@@H]1SC=1SC=NN1)C=CC(=C2C(=O)OCOC(C(C)C)=O)OC 2-methylpropanoyloxymethyl (3R)-2-hydroxy-7-methoxy-3-(1,3,4-thiadiazol-2-ylsulfanyl)-3,4-dihydro-1,2-benzoxaborinine-8-carboxylate